methyl 1-(3-acetamido-2-fluorophenyl)-6-oxopyridine-3-carboxylate C(C)(=O)NC=1C(=C(C=CC1)N1C=C(C=CC1=O)C(=O)OC)F